ClC1=C(C=CC(=C1)Cl)CN1C(CCC1CC(N1CCN(CC1)CC1=NC=CC=C1)=O)=O 1-[(2,4-dichlorophenyl)methyl]-5-[2-oxo-2-[4-(pyridin-2-ylmethyl)piperazin-1-yl]ethyl]pyrrolidin-2-on